N[C@H](C(=O)O)C=1NC=CN1 (S)-AMINO-(1H-IMIDAZOL-2-YL)-ACETIC ACID